FC(CC1=NN(C(=C1)CO)C)F [3-(2,2-difluoroethyl)-1-methyl-1H-pyrazol-5-yl]methanol